methyl-di-methoxysilane C[SiH](OC)OC